COC=1C=C(C=CC1)N1C(=C2C(N(N=CC2=C1C)C1=CC=C(C(=O)N(C)C)C=C1)=O)C 4-(6-(3-methoxyphenyl)-5,7-dimethyl-1-oxo-1H-pyrrolo[3,4-d]pyridazin-2(6H)-yl)-N,N-dimethylbenzamide